2-[(6S)-4-(4-chlorophenyl)-2,3,9-trimethyl-6H-thieno[3,2-f][1,2,4]triazolo[4,3-a][1,4]diazepin-6-yl]ethan-1-ol ClC1=CC=C(C=C1)C1=N[C@H](C=2N(C3=C1C(=C(S3)C)C)C(=NN2)C)CCO